NC=1C(=C2C(=NC1C(=O)N)N(C=C2C#N)C)C=2C=NC=C(C2OC)F 5-Amino-3-cyano-4-(5-fluoro-4-methoxypyridin-3-yl)-1-methyl-1H-pyrrolo[2,3-b]pyridine-6-carboxamide